4-(3-(5,6-diaminopyridin-3-yl)-4-fluorobenzyl)phthalazin-1(2H)-one NC=1C=C(C=NC1N)C=1C=C(CC2=NNC(C3=CC=CC=C23)=O)C=CC1F